O[C@@](C(=O)OC[C@H]1CN(CC1)CC1=CC=CC=C1)(C1=CC=CC=C1)C1=CC(=CC=C1)OCCCNC(C1=CC=C(C=C1)CNC[C@@H](C1=C2C=CC(NC2=C(C=C1)O)=O)O)=O ((R)-1-benzylpyrrolidin-3-yl)methyl (S)-2-hydroxy-2-(3-(3-(4-((((R)-2-hydroxy-2-(8-hydroxy-2-oxo-1,2-dihydroquinolin-5-yl)ethyl)amino)methyl)benzamido)propoxy)phenyl)-2-phenylacetate